CC(CCCC(OCCCCCCCC)OC(CCCC(CC(CCCCCCCCCCCC)C)C)OCCCCCCCC)CC(CCCCCCCCCCCC)C 4,6-dimethyloctadecyloctoxymethyl ether